DL-4-AMINO-3-HYDROXYBUTYRIC ACID C(C(CN)O)C(=O)O